2-(3-{[4-(ethanesulfonyl)-2-methoxyphenyl]amino}prop-1-yn-1-yl)-N-(1-methylpiperidin-4-yl)-1-(2,2,2-trifluoroethyl)-1H-indol-4-amine C(C)S(=O)(=O)C1=CC(=C(C=C1)NCC#CC=1N(C=2C=CC=C(C2C1)NC1CCN(CC1)C)CC(F)(F)F)OC